(1r,5s,6r)-6-(hydroxymethyl)-3-azabicyclo[3.1.0]Hexane-3-carboxylic acid tert-butyl ester C(C)(C)(C)OC(=O)N1C[C@H]2C([C@H]2C1)CO